3-{2-[3-(1,3-benzothiazol-2-yl)piperidin-1-yl]-2-oxoethyl}-5-methyl-5-(naphthalen-2-yl)imidazolidine-2,4-dione S1C(=NC2=C1C=CC=C2)C2CN(CCC2)C(CN2C(NC(C2=O)(C2=CC1=CC=CC=C1C=C2)C)=O)=O